C(C1=CC=CC=C1)OC1=C(C=C(C=C1)N1C(=C(C=2N=CN=C(C21)NCC2=CC=C(C=C2)OC)C=C)C2=C(C=C(C=N2)N)C)F 6-{5-[4-(benzyloxy)-3-fluorophenyl]-4-{[(4-methoxyphenyl)methyl]amino}-7-vinyl-5H-pyrrolo[3,2-d]pyrimidin-6-yl}-5-methylpyridin-3-amine